ethyl 1-aminoimidazole-2-carboxylate NN1C(=NC=C1)C(=O)OCC